3-(isoquinolin-4-yl)-2-oxo-1-(3-(trifluoromethyl)phenyl)imidazolidine-4-carbonitrile C1=NC=C(C2=CC=CC=C12)N1C(N(CC1C#N)C1=CC(=CC=C1)C(F)(F)F)=O